8-Methyl-2-[(6-methylpyridin-2-yl)methyl]-N-(1,3-oxazol-2-ylmethyl)-4,5-dihydro-2H-furo[2,3-g]indazol-7-carboxamid CC1=C(OC=2CCC3=CN(N=C3C21)CC2=NC(=CC=C2)C)C(=O)NCC=2OC=CN2